BrC=1C=C2C[C@@H]([C@@H](C2=CC1)NCC1=C(C=C(C=C1)OC)OC)O cis-5-bromo-1-((2,4-dimethoxybenzyl)amino)-2,3-dihydro-1H-inden-2-ol